N-((2-(4-carbamoylphenyl)pyrimidin-5-yl)methyl)-11-oxo-10,11-dihydrodibenzo[b,f][1,4]thiazepine-8-carboxamide 5,5-dioxide C(N)(=O)C1=CC=C(C=C1)C1=NC=C(C=N1)CNC(=O)C1=CC2=C(S(C3=C(C(N2)=O)C=CC=C3)(=O)=O)C=C1